N-(8-Bromoisoquinolin-4-yl)-4-fluorobenzamide BrC=1C=CC=C2C(=CN=CC12)NC(C1=CC=C(C=C1)F)=O